FC1CN(C1)CC=1C=CC(N(C1)C(C(=O)O)CC(C)C)=O 2-(5-((3-Fluoroazetidin-1-yl)methyl)-2-oxopyridin-1(2H)-yl)-4-methylpentanoic acid